C(C)(C)(C)C1=CC=C(C=C1)N(C(=O)[C@@H]1N(CCC1)C(=O)OCC1=CC=CC=C1)C(C(=O)NC=1C=NC(=CC1)OC)C=1C=NC=CC1 Benzyl (2R)-2-[(4-tert-butylphenyl)-[2-[(6-methoxy-3-pyridyl)amino]-2-oxo-1-(3-pyridyl)ethyl] carbamoyl]pyrrolidine-1-carboxylate